(S)-6-(((1-(1-(tert-butyl)piperidin-4-yl)-1H-1,2,3-triazol-4-yl)(isoindolin-5-yl)methyl)amino)-8-chloro-4-((3-chloro-4-fluorophenyl)amino)quinoline-3-carbonitrile C(C)(C)(C)N1CCC(CC1)N1N=NC(=C1)[C@H](C=1C=C2CNCC2=CC1)NC=1C=C2C(=C(C=NC2=C(C1)Cl)C#N)NC1=CC(=C(C=C1)F)Cl